C1CC12OC[C@@H](C2)OC2=NN=C(S2)NC(=O)C=2C=NC(=CC2C2=C(C(=NC=C2OC)C)F)C N-(5-(((R)-4-oxaspiro(2.4)heptan-6-yl)oxy)-1,3,4-thiadiazol-2-yl)-3'-fluoro-5'-methoxy-2',6-dimethyl-(4,4'-bipyridine)-3-carboxamide